(6-OXO-2-(TRIFLUOROMETHYL)-3,6-DIHYDROCHROMENO[7,8-D]IMIDAZOL-8-YL)BENZONITRILE O=C1C=C(OC2=C1C=CC=1NC(=NC12)C(F)(F)F)C1=C(C#N)C=CC=C1